3-(Dimethylaminomethylene)-4-oxo-pyrrolidine-1-carboxylic acid tert-butyl ester C(C)(C)(C)OC(=O)N1CC(C(C1)=O)=CN(C)C